5-chloro-2-(4-iodo-2-methyl-pyrazol-3-yl)thieno[2,3-b]pyridine-3-carbonitrile ClC=1C=C2C(=NC1)SC(=C2C#N)C=2N(N=CC2I)C